1-(tert-butyl)-3-nitro-1H-pyrazole-5-carbaldehyde C(C)(C)(C)N1N=C(C=C1C=O)[N+](=O)[O-]